NC=1N=C(C2=C(N1)C(=CS2)C#N)C=2N=NN(C2)CC2=NC(=CC=C2)C(C)(C)O 2-amino-4-(1-((6-(2-hydroxy-prop-2-yl)pyridin-2-yl)methyl)-1H-1,2,3-triazol-4-yl)thieno[3,2-d]pyrimidine-7-carbonitrile